CC(C(C(=O)OCC)C1=CC(=NO1)OCC=O)C ethyl 3-methyl-2-[3-(2-oxoethoxy) isoxazol-5-yl]butanoate